COC(=O)CCCC(=O)O 4-(methoxycarbonyl)butyric acid